N(=C=O)CCCCCCCCC isocyanatomethyl-octane